IC=1N(C2=CC=CC(=C2C1)NCC(=O)N)CC(F)(F)F 2-((2-iodo-1-(2,2,2-trifluoroethyl)-1H-indol-4-yl)amino)acetamide